C(C1=CC=CC=C1)OC=1C(N(C=CC1)C)=O 3-(benzyloxy)-1-methylpyridin-2(1H)-one